O=C[C@@H](O)[C@H](O)[C@H](O)[C@@H](O)C Z-fucose